(R)-(1-(4-fluorophenyl)-6-((1-methyl-1H-1,2,3-triazol-5-yl)sulfonyl)-4,4a,5,6,7,8-hexahydro-1H-pyrazolo[3,4-g]isoquinolin-4a-yl)(thiazol-2-yl)methanone FC1=CC=C(C=C1)N1N=CC2=C1C=C1CCN(C[C@]1(C2)C(=O)C=2SC=CN2)S(=O)(=O)C2=CN=NN2C